methyl-(6-bromo-3-pyridyl)-(5-fluoroisoindolin-2-yl)methanone CC1N(CC2=CC(=CC=C12)F)C(=O)C=1C=NC(=CC1)Br